N-({5-chloro-6-[2-(3,3-difluorocyclobutyl)ethoxy]-2-indolyl}methyl)1-methylcyclopropanecarboxamide ClC=1C=C2C=C(NC2=CC1OCCC1CC(C1)(F)F)CNC(=O)C1(CC1)C